7,7-difluoroheptanoic acid FC(CCCCCC(=O)O)F